N-(2-(((1s,3s)-adamantan-1-yl)amino)-1-(1-ethylpiperidin-4-yl)-2-oxoethyl)-4-(3,6-dihydroxy-10,13-dimethylhexadecahydro-1H-cyclopenta[a]phenanthren-17-yl)-N-(tricosan-12-yl)pentanamide C12(CC3CC(CC(C1)C3)C2)NC(C(C2CCN(CC2)CC)N(C(CCC(C)C2CCC3C1CC(C4CC(CCC4(C1CCC23C)C)O)O)=O)C(CCCCCCCCCCC)CCCCCCCCCCC)=O